COC=1C=C(C=CC1)C1=C(C(=NN1C1=CC=CC=C1)C)C=CC(=O)C1=CC(=C(C(=C1)OC)OC)OC 3-(5-(3-methoxyphenyl)-3-methyl-1-phenyl-1H-pyrazol-4-yl)-1-(3,4,5-trimethoxyphenyl)prop-2-en-1-one